3α-hydroxy-5β-pregnan-20-one O[C@H]1C[C@H]2CC[C@H]3[C@@H]4CC[C@H](C(C)=O)[C@]4(CC[C@@H]3[C@]2(CC1)C)C